1-trimethylsilylethyl-9-vinyl-1,1,3,3,5,5,7,7,9,9-decamethylpentasiloxane C[Si](C(C)[Si](O[Si](O[Si](O[Si](O[Si](C)(C)C=C)(C)C)(C)C)(C)C)(C)C)(C)C